N-(2,2-difluoroethyl)-6-(2-(((1-methylcyclopropyl)methyl)amino)-7H-pyrrolo[2,3-d]pyrimidin-5-yl)imidazo[1,2-a]pyridine-3-carboxamide FC(CNC(=O)C1=CN=C2N1C=C(C=C2)C2=CNC=1N=C(N=CC12)NCC1(CC1)C)F